CC(=C[C@H]1C([C@@H]1C(=O)OCC1=C(C(=C(C(=C1CC)F)C)F)CC)(C)C)C 2,6-diethyl-3,5-difluoro-4-methylbenzyl (1R)-trans-3-(2-methyl-1-propenyl)-2,2-dimethylcyclopropanecarboxylate